4-(((1-acryloylpiperidin-4-yl)methyl)amino)pyrrolo[1,2-b]pyridazine-3-carboxamide C(C=C)(=O)N1CCC(CC1)CNC=1C=2N(N=CC1C(=O)N)C=CC2